Cl.NC=1N=C(N(C1)C)C(=O)NC=1C=C(N(C1)C)C(=O)NC=1C=C(N(C1)C)C(=O)N1C=CC2=CC(=CC=C12)NC(OCC=C)=O allyl (1-(4-(4-(4-amino-1-methyl-1H-imidazole-2-carboxamido)-1-methyl-1H-pyrrole-2-carboxamido)-1-methyl-1H-pyrrole-2-carbonyl)-1H-indol-5-yl)carbamate hydrochloride